xylylenebis(oxyethane) C=1(C(=CC=CC1)COCC)COCC